N(=C=O)CC=1C=C(C=CC1)N1C(N(C(N(C1=O)C1=CC(=CC=C1)CN=C=O)=O)C1=CC(=CC=C1)CN=C=O)=O 1,3,5-tri(3-isocyanatomethyl-phenyl)-1,3,5-triazine-2,4,6(1H,2H,5H)-trione